divinylsiloxanebis(benzocyclobutene) C(=C)[Si](OC1CC=2C1=CC=CC2)(C2CC=1C2=CC=CC1)C=C